ClCC=1N=C2N(C=C(C=C2CO)C2CC2)C1 (2-(chloromethyl)-6-cyclopropylimidazo[1,2-a]pyridin-8-yl)methanol